CN1C(C(=NC2=CC=CC=C12)C1=C(N(C2=CC=CC=C12)C)C(F)(F)F)=O 1-methyl-3-(1-methyl-2-(trifluoromethyl)-1H-indol-3-yl)quinoxalin-2(1H)-one